(R)-2-(6-amino-6,7,8,9-tetrahydro-5H-pyridazino[3,4-b]indol-3-yl)phenol N[C@H]1CC=2C3=C(NC2CC1)N=NC(=C3)C3=C(C=CC=C3)O